C1(CC1)N(C=1C2=C(N=CN1)N(C=C2)C[C@@H]2[C@H](CN(CC2)CC(=O)N)O)CC2=CC=C(C=C2)C(F)(F)F ((3R,4R)-4-((4-(cyclopropyl(4-(trifluoromethyl)benzyl)amino)-7H-pyrrolo[2,3-d]pyrimidin-7-yl)methyl)-3-hydroxypiperidin-1-yl)acetamide